3-bromo-5,7-dimethoxy-2-(3,4,5-trimethoxyphenyl)-4H-chromen-4-one BrC1=C(OC2=CC(=CC(=C2C1=O)OC)OC)C1=CC(=C(C(=C1)OC)OC)OC